ethyl 2-amino-3-(2-methoxyethoxy)-2-methylpropionate NC(C(=O)OCC)(COCCOC)C